8-(3-(4-(benzo[d]isothiazol-3-yl)piperazin-1-yl)propoxy)-7-fluoro-5,6-dihydro-1H-pyrrolo[3,2,1-ij]quinolin-4(2H)-one S1N=C(C2=C1C=CC=C2)N2CCN(CC2)CCCOC=2C(=C1CCC(N3C1=C(C2)CC3)=O)F